FC=1C=C(C(=NC1)OC)[C@@H]1N(CCC1)C1=NC=2N(C=C1)N=CC2C(=O)NC(CF)(C)C (R)-5-(2-(5-fluoro-2-methoxypyridin-3-yl)pyrrolidin-1-yl)-N-(1-fluoro-2-methylpropan-2-yl)pyrazolo[1,5-a]pyrimidine-3-carboxamide